2-(4-(3,4-dichlorophenyl)-5-isobutylthiazol-2-ylamino)benzoic acid ClC=1C=C(C=CC1Cl)C=1N=C(SC1CC(C)C)NC1=C(C(=O)O)C=CC=C1